CCCC(CCCC)[NH-] 4-octylamide